Cesium Phosphate Salt P(=O)([O-])([O-])[O-].[Cs+].[Cs+].[Cs+]